FC1=CC(=C(C=C1NC1=NC=NC(=C1)N1OCC[C@@H]1C1=CC(=CC=C1)OC1=CC=CC=C1)NC(C=C)=O)N1CCN(CC1)C (R)-N-(4-fluoro-2-(4-methylpiperazin-1-yl)-5-((6-(3-(3-phenoxyphenyl)isoxazolidine-2-yl)pyrimidin-4-yl)amino)phenyl)acrylamide